C1(=CC=CC=C1)OC(=O)N1CC2=CC(=C(C=C2CC1)N1C=C(C2=CC=CC=C12)C(N(C1=CC=CC=C1)C)=O)C(=O)N1CC2=CC=CC=C2C[C@H]1CN1CCOCC1 6-{3-[methyl-(phenyl)carbamoyl]-1H-indol-1-yl}-7-{[(3S)-3-(morpholin-4-ylmethyl)-3,4-dihydroisoquinolin-2(1H)-yl]carbonyl}-3,4-dihydroisoquinoline-2(1H)-carboxylic acid phenyl ester